benzyl [6-({2-[(α-D-mannopyranosyl)oxy]ethyl}[2-({(α-D-mannopyranosyl)-(1->3)-[α-D-mannopyranosyl-(1->6)]-α-D-mannopyranosyl}oxy)ethyl]amino) hexyl]carbamate [C@H]1([C@@H](O)[C@@H](O)[C@H](O)[C@H](O1)CO)OCCN(CCCCCCNC(OCC1=CC=CC=C1)=O)CCO[C@@H]1[C@@H](O)[C@@H](O[C@@H]2[C@@H](O)[C@@H](O)[C@H](O)[C@H](O2)CO)[C@H](O)[C@H](O1)CO[C@@H]1[C@@H](O)[C@@H](O)[C@H](O)[C@H](O1)CO